C(C(C)C)C1=C(C(=CC=C1)CC(C)C)N1C(=NC2=C1C1=CC=CC=C1C=C2)C2=CC=CC=C2 1-(2,6-diisobutylphenyl)-2-phenyl-1H-naphtho[1,2-d]imidazole